[C].[S].O water sulfur carbon